C(C)(C)(C)OC(=O)N1[C@H](COCC1)C(=O)O (R)-4-(tert-butoxy-carbonyl)morpholine-3-carboxylic acid